BrCC1CCCC1 1-(bromomethyl)cyclopentane